2-(3-chloro-2-pyridinyl)-5-methoxy-pyrazole-3-carboxylic acid ClC=1C(=NC=CC1)N1N=C(C=C1C(=O)O)OC